(2S,3R)-2-((S)-1,1-dimethylethylsulfinamido)-3-methylpent-4-enoic acid CC(C)(C)[S@](=O)N[C@H](C(=O)O)[C@@H](C=C)C